1-(5-(3-cyano-6-ethoxypyrazolo[1,5-a]pyridin-4-yl)pyridin-2-yl)-4-((3,3-difluoroazetidin-1-yl)methyl)-N-isobutylpiperidine-4-carboxamide C(#N)C=1C=NN2C1C(=CC(=C2)OCC)C=2C=CC(=NC2)N2CCC(CC2)(C(=O)NCC(C)C)CN2CC(C2)(F)F